ClC=1C(=NC=CC1Cl)C=1CCN(CC1)CC=1C=C2CN(C(C2=CC1)=O)N1C(NC(CC1)=O)=O 1-(5-((3,4-dichloro-3',6'-dihydro-[2,4'-bipyridyl]-1'(2'H)-yl)methyl)-1-oxoisoindolin-2-yl)dihydropyrimidine-2,4(1H,3H)-dione